tetranitrogen cyclotetradeca-2,4,6,9,11,13-hexaene C1C=CC=CC=CCC=CC=CC=C1.[N].[N].[N].[N]